2-Amino-4-furan-2-yl-6-phenyl-nicotinonitrile NC1=C(C#N)C(=CC(=N1)C1=CC=CC=C1)C=1OC=CC1